COC1=CC=C(CN(C2=CC(=NC=C2)C(=O)NOC)CC2=CC=C(C=C2)OC)C=C1 4-(bis(4-methoxybenzyl)amino)-N-methoxypyridinecarboxamide